ClC1=NC(=CC=2C1=CNN2)C 4-chloro-6-methyl-2H-pyrazolo[4,3-c]pyridine